C(C)N(CCN)CC N,N1-diethylethane-1,2-diamine